C(CCC)OC=1C=CC2=C(N=C(S2)SC=2N=NNC2)C1 4-((5-butoxybenzo[d]thiazol-2-yl)thio)-1H-1,2,3-triazole